Cl.NCCOCCOCCOCCOCCNC(COC1=C2C(N(C(C2=CC=C1)=O)C1C(NC(CC1)=O)=O)=O)=O N-(14-amino-3,6,9,12-tetraoxatetradecyl)-2-((2-(2,6-dioxopiperidin-3-yl)-1,3-dioxoisoindolin-4-yl)oxy)acetamide hydrochloride